N-(1-(3-(4-fluorophenyl)bicyclo[1.1.1]pentan-1-yl)-2-methylpropyl)-2-methylpropane-2-sulfinamide FC1=CC=C(C=C1)C12CC(C1)(C2)C(C(C)C)NS(=O)C(C)(C)C